CC=1N=CN(C1)CC(=O)NC1=CC(=C(C(=O)OCC)C=C1)OCCCO[C@H]1O[C@H]2[C@@]34C([C@@H](CC[C@H]3[C@H]1C)C)CC[C@@](OO4)(O2)C Ethyl 4-(2-(4-methyl-1H-imidazol-1-yl)acetamido)-2-(3-(((3R,6R,8aS,9R,10S,12R,12aR)-3,6,9-trimethyldecahydro-12H-3,12-epoxy[1,2]dioxepino[4,3-i]isochromen-10-yl)oxy)propoxy)benzoate